ClC=1C(=C(C=CC1F)[C@H](NC(=O)N1CC(NCC1)=O)[C@@H]1CC[C@H](CC1)C(F)(F)F)F N-((R)-(3-chloro-2,4-difluorophenyl)(trans-4-(trifluoromethyl)cyclohexyl)methyl)-3-oxopiperazine-1-carboxamide